C1(CC1)S(=O)(=O)NC=1SC=C(N1)C1(CC1)NC(=O)C1=NC2=CC=CC=C2C=C1 N-(1-(2-(cyclopropanesulphonylamino)thiazol-4-yl)cyclopropyl)quinoline-2-carboxamide